5-(piperidin-1-yl)-2-(2-(pyridin-3-yl)-1H-benzimidazol-5-yl)isoindolin-1-one N1(CCCCC1)C=1C=C2CN(C(C2=CC1)=O)C1=CC2=C(NC(=N2)C=2C=NC=CC2)C=C1